C1=CC=CC=2C3=CC=CC=C3N(C12)C=1C=C(C(=C(C1)N)Cl)NC1=CC=CC=2N(C3=CC=CC=C3C12)C1=CC=CC=C1 5-(9H-carbazol-9-yl)-2-chloro-N3-(9-phenyl-9H-carbazol-4-yl)benzene-1,3-diamine